3-((tert-butyldimethylsilyl)oxy)-3-(p-tolyl)propyl 4-(6-(1-methyl-1H-pyrazol-4-yl)pyrazolo[1,5-a]pyridin-3-yl)piperazine-1-carboxylate CN1N=CC(=C1)C=1C=CC=2N(C1)N=CC2N2CCN(CC2)C(=O)OCCC(C2=CC=C(C=C2)C)O[Si](C)(C)C(C)(C)C